dispiro[indoline-3,1'-cyclohexane-4',2''-[1,3]dioxolan]-2-one O1C2(OCC1)CCC1(CC2)C(NC2=CC=CC=C21)=O